COC[C@@]1(N2[C@H](C[C@H](C1=O)CC2)C)COP(=O)(O[C@@H](C(C)C)OC(CC)=O)N[C@@H](CC2=CC=CC=C2)C(=O)OC(C)C isopropyl ((((1S,2R,4R,6S)-2-(methoxymethyl)-6-methyl-3-oxoquinuclidin-2-yl)methoxy)((S)-2-methyl-1-(propionyloxy)propoxy)phosphoryl)-L-phenylalaninate